(2S,3S)-1-cyclopropyl-3-methylhex-5-ene-2-sulfonamide C1(CC1)C[C@@H]([C@H](CC=C)C)S(=O)(=O)N